2-[[(2S)-1-[(2S,4R)-4-hydroxy-2-([[4-(4-methyl-1,3-thiazol-5-yl)phenyl]methyl]carbamoyl)pyrrolidin-1-yl]-3,3-dimethyl-1-oxobutan-2-yl]carbamoyl]cyclopropane-1-carboxylic acid O[C@@H]1C[C@H](N(C1)C([C@H](C(C)(C)C)NC(=O)C1C(C1)C(=O)O)=O)C(NCC1=CC=C(C=C1)C1=C(N=CS1)C)=O